O(CC1OC1)CC1OC1 2,2'-(Oxybis(methylen))bis(oxirane)